NC=1N=NC(=CC1N1N=CC(=C1)[C@@H]1C(CN(CC1)C1CCC(CC1)C1=CC=CC=2N(CCOC21)[C@H]2C(NC(CC2)=O)=O)(F)F)C2=C(C=CC=C2)O (3R)-3-[8-[4-[(4R)-4-[1-[3-amino-6-(2-hydroxyphenyl)pyridazin-4-yl]pyrazol-4-yl]-3,3-difluoro-1-piperidyl]cyclohexyl]-2,3-dihydro-1,4-benzoxazin-4-yl]piperidine-2,6-dione